4-((3-chloro-4-vinylphenoxy)methyl)-5-cyclopropyl-3-(2-(difluoromethoxy)phenyl)isoxazole ClC=1C=C(OCC=2C(=NOC2C2CC2)C2=C(C=CC=C2)OC(F)F)C=CC1C=C